diethylenetriamine tetraacetate C(C)(=O)O.C(C)(=O)O.C(C)(=O)O.C(C)(=O)O.NCCNCCN